(S)-N-((6-amino-2-methylpyridin-3-yl)methyl)-1-((2R,4S)-1-methyl-4-phenylpiperidine-2-carbonyl)azetidine-2-carboxamide di-trifluoroacetate FC(C(=O)O)(F)F.FC(C(=O)O)(F)F.NC1=CC=C(C(=N1)C)CNC(=O)[C@H]1N(CC1)C(=O)[C@@H]1N(CC[C@@H](C1)C1=CC=CC=C1)C